ClC=1C=C(C=2N(N1)C=NC2)C2=CC=NN2C 2-chloro-4-(1-methyl-1H-pyrazol-5-yl)imidazo[1,5-b]pyridazine